C1(CC1)N1N=C(C(=C1)OC=1C(=NC=CC1)N)C1C(COCC1)C ((1-cyclopropyl-3-(3-methyltetrahydro-2H-pyran-4-yl)-1H-pyrazol-4-yl)oxy)pyridin-2-amine